N-(4-chloro-3-cyano-1H-indol-7-yl)-2-methyl-thiazole-5-sulfonamide ClC1=C2C(=CNC2=C(C=C1)NS(=O)(=O)C1=CN=C(S1)C)C#N